OCC1=NN(C(=C1)C(=O)OCC)C1OCCCC1 ethyl 3-(hydroxymethyl)-1-(tetrahydro-2H-pyran-2-yl)-1H-pyrazole-5-carboxylate